COC(=O)C1=C(SC2=C1C=CC(=C2Cl)O)N(CC2=C(C=CC=C2)C)C(C)=O 2-[acetyl-(2-methylbenzyl)amino]-7-chloro-6-hydroxy-1-benzothiophene-3-carboxylic acid methyl ester